CO[C@]1(COCC1)C1=CC(=CC(=N1)N1C=NC=2C=NC(=CC21)NC(C)=O)C (S)-N-(1-(6-(3-Methoxytetrahydrofuran-3-yl)-4-methylpyridin-2-yl)-1H-imidazo[4,5-c]pyridin-6-yl)acetamide